COC1=CC=C(C=C1)N1C[C@H](N([C@H](C1)C)C(=O)OC1CC2(CN(C2)CC2=CC=CC=C2)C1)C 2-benzyl-2-azaspiro[3.3]heptan-6-yl (2R,6S)-4-(4-methoxyphenyl)-2,6-dimethylpiperazine-1-carboxylate